methyl-1-((tetrahydro-2H-pyran-4-yl)methyl)-1H-pyrrole CC=1N(C=CC1)CC1CCOCC1